FC=1C=C2C=C(NC2=CC1\C=C\C=1N=CSC1)CNC(=O)N1CCC1 (E)-N-((5-fluoro-6-(2-(thiazol-4-yl)vinyl)-1H-indol-2-yl)methyl)azetidine-1-carboxamide